C(C)OC(CN(C1=NC2=CC=C(C=C2C(=C1)C1=CC=CC=C1)CCC1=CC=CC=C1)C)=O N-methyl-N-(6-phenethyl-4-phenylquinolin-2-yl)glycine ethyl ester